C(#N)C=1C=C(C[C@H](N)C(=O)O)C=CC1 3-cyano-phenylalanine